C(C1=CC=CC=C1)\[N+](=C(\C)/C=C/C1=C(CCCC1(C)C)C)\[O-] (2E,3e)-N-benzyl-4-(2,6,6-trimethylcyclohex-1-en-1-yl)but-3-en-2-imine oxide